3-(cyclopropyl)propan-1-ol C1(CC1)CCCO